2-methylpropan-2-yl 18-(dodecyloxy)-18-oxooctadecanoate C(CCCCCCCCCCC)OC(CCCCCCCCCCCCCCCCC(=O)OC(C)(C)C)=O